C(C)(C)(C)OC(=O)NC=1C=C(C=CC1)CCN(CC(=O)O)C(=O)OCC1C2=CC=CC=C2C=2C=CC=CC12 2-{[2-(3-{[(tert-butoxy)carbonyl]amino}phenyl)ethyl]({[(9H-fluoren-9-yl)methoxy]carbonyl})amino}acetic acid